(2S,4R)-1-((S)-2-(3-(2,2-diethoxyethoxy)isoxazol-5-yl)-3-methylbutanoyl)-4-hydroxy-N-((S)-1-(4-(4-methylthiazol-5-yl)phenyl)ethyl)pyrrolidine-2-carboxamide C(C)OC(COC1=NOC(=C1)[C@@H](C(=O)N1[C@@H](C[C@H](C1)O)C(=O)N[C@@H](C)C1=CC=C(C=C1)C1=C(N=CS1)C)C(C)C)OCC